FC(C=1C=NC=C(C(=O)NC2=C(N=NS2)C(=O)NC2=CC=C(C=C2)C(F)(F)F)C1)(F)F 5-(5-(trifluoromethyl)nicotinamido)-N-(4-(trifluoromethyl)phenyl)-1,2,3-thiadiazole-4-carboxamide